1-(3,5-difluorophenyl)-2-fluoroethane FC=1C=C(C=C(C1)F)CCF